4-(3-phenyl-2-propynyl)morpholine C1(=CC=CC=C1)C#CCN1CCOCC1